C(C1=CC=CC=C1)(=O)C=1C(=C(C(=NC1)C(=O)NCC(=O)OCC)O)C ethyl (5-benzoyl-3-hydroxy-4-methylpicolinoyl)glycinate